Ethyl 2-(4-bromopyridin-2-yl)-2-propionamidoacetate BrC1=CC(=NC=C1)C(C(=O)OCC)NC(CC)=O